C(C1=CC=CC=C1)O[C@H]1C[C@H](CN(CC1)C(=O)OC(C)(C)C)O |o1:8,10| tert-butyl rel-(3R,5R)-5-(benzyloxy)-3-hydroxyazepane-1-carboxylate